FC1(CN(C1)C=1C=C(C#N)C=C(C1)[N+](=O)[O-])F 3-(3,3-Difluoroazetidin-1-yl)-5-nitro-benzonitrile